C1(CC1)[C@@H](NC(=O)[C@@H]1N([C@@H]2C[C@@H]2C1)C(C1=CC(=CC=C1)S(=O)(=O)C1CC1)=O)C1=CC(=C(C=C1)C(F)(F)F)F (1R,3R,5R)-N-((R)-cyclopropyl(3-fluoro-4-(trifluoromethyl)phenyl)methyl)-2-(3-(cyclopropylsulfonyl)benzoyl)-2-azabicyclo[3.1.0]hexane-3-carboxamide